3-(bromomethyl)-3-ethyl-oxetane BrCC1(COC1)CC